C(CC)NC(=S)NC=1C=NC2=CC=CC=C2C1 1-propyl-3-quinolin-3-ylthiourea